7-Chlorokynurenic acid sodium salt C1=CC2=C(C=C1Cl)NC(=CC2=O)C(=O)[O-].[Na+]